BrC1=NN(C(=C1CO)Br)COCC[Si](C)(C)C (3,5-dibromo-1-((2-(trimethylsilyl)ethoxy)methyl)-1H-pyrazol-4-yl)methanol